N1CCC(CC1)NC(C1=CC=C(C=C1)C#CC1=C(C=CC(=C1)NC(=O)NCCC=1C=NC=CC1)C1=CC=NC=C1)=O N-(piperidin-4-yl)-4-((5-(3-(2-(pyridin-3-yl)ethyl)ureido)-2-(pyridin-4-yl)phenyl)ethynyl)benzamide